N1=C(C=CC=C1)NC(C(CCCCC#N)(C#CC1=CC=C(C=C1)C)C1=CC=CC=C1)=O N-(pyridin-2-yl)-6-cyano-2-phenyl-2-(p-tolylethynyl)hexanamide